COC1=C(CNC(=O)C2=NNC3=CN=C(C=C32)C)C=CC(=C1)OC N-(2,4-dimethoxybenzyl)-5-methyl-1H-pyrazolo[3,4-c]pyridine-3-carboxamide